(4aR,8aS)-6-(3-(6-(3-Chlorophenoxy)pyridin-3-yl)azetidine-1-carbonyl)hexahydro-2H-pyrido[4,3-b][1,4]oxazin-3(4H)-one ClC=1C=C(OC2=CC=C(C=N2)C2CN(C2)C(=O)N2C[C@@H]3[C@@H](OCC(N3)=O)CC2)C=CC1